1-(5-bromopyrimidin-2-yl)piperidine-4-carboxylic acid BrC=1C=NC(=NC1)N1CCC(CC1)C(=O)O